C1(=CC=CC=C1)N(C1(CC=C(C=C1)N(C1=CC=C(C=C1)N(C1=CC=CC=C1)C1=CC=CC=C1)C1=CC=CC=C1)C1=CC=CC=C1)C1=CC=C(C=C1)N(C1=CC=CC=C1)C1=CC=CC=C1 N,N'-diphenyl-N,N'-di-[4-(N,N-diphenyl-amino)phenyl]Para-diaminobiphenyl